N1C=NC=C1C1CCN(CC1)CCC1CCN(CC1)C(=O)OCC1=CC(=CC(=C1)Cl)Cl 3,5-dichlorobenzyl 4-(2-(4-(1H-imidazol-5-yl) piperidin-1-yl)ethyl)piperidine-1-carboxylate